aluminum-zinc-gold [Au].[Zn].[Al]